C(C=1C(C(=O)OCCCCCCCCCC)=CC(C(=O)OCCCCCCCCCC)=CC1)(=O)OCCCCCCCCCC tri(decyl) trimellitate